FC1(CCC(CC1)[C@H](NC(=O)C1=CC=NN1C)C=1OC2=C(N1)C=C(C=C2)[C@@H](COC)N2C(N[C@@H](C2)C(F)F)=O)F N-((S)-(4,4-difluorocyclohexyl)(5-((S)-1-((S)-4-(difluoromethyl)-2-oxoimidazolidin-1-yl)-2-methoxyethyl)benzo[d]oxazol-2-yl)methyl)-1-methyl-1H-pyrazole-5-carboxamide